3,5-dimethyl-2,6-heptanediol dibenzoate C(C1=CC=CC=C1)(=O)OC(C)C(CC(C(C)OC(C1=CC=CC=C1)=O)C)C